FC1=C(C(=C(C=C1OC)OC)F)C1=CC2=C(N=C(N=C2)N[C@@H]2COCC[C@@H]2NC(C=C)=O)C(=N1)NCC(F)(F)F N-((3S,4S)-3-((6-(2,6-difluoro-3,5-dimethoxyphenyl)-8-((2,2,2-trifluoro-ethyl)amino)pyrido[3,4-d]pyrimidin-2-yl)amino)tetrahydro-2H-pyran-4-yl)acrylamide